CC1=C(C=C(C=C1)C1(CCCCC1)C(=O)N)C1COC1 (4-methyl-3-(oxetan-3-yl)phenyl)cyclohexane-1-carboxamide